C(C)(=O)C1=NN(C2=CC=C(C=C12)C=1C=NC(=CC1)C)CC(=O)N1[C@@H](C[C@H](C1)F)C(=O)NC1=NC(=CC=C1)Br (2S,4R)-1-(2-(3-acetyl-5-(6-methylpyridin-3-yl)-1H-indazol-1-yl)acetyl)-N-(6-bromopyridin-2-yl)-4-fluoropyrrolidine-2-carboxamide